NC=1N=C(SC1C(C1=CC=C(C=C1)C#N)=O)N(C1=CC=C(C=C1)F)C(C(=O)N)C (N-[4-Amino-5-(4-cyanobenzoyl)thiazol-2-yl]-4-fluoroanilino)propanamid